COC(=O)[C@@]1(N(C[C@@H](C1)F)C(=O)OCC1=CC=CC=C1)CCC(C)=O (2R,4R)-4-fluoro-2-(3-oxobutyl)pyrrolidine-1,2-dicarboxylic acid 1-benzyl ester 2-methyl ester